3-(4-fluorophenyl)-4-n-propyltricyclo[4.2.1.02,5]non-3,7-diene FC1=CC=C(C=C1)C=1C2C3C=CC(C2C1CCC)C3